Linoleyl Pentacosanoate C(CCCCCCCCCCCCCCCCCCCCCCCC)(=O)OCCCCCCCC\C=C/C\C=C/CCCCC